2-(3-formyl-1H-pyrazol-1-yl)-2-methylpropanoic acid ethyl ester C(C)OC(C(C)(C)N1N=C(C=C1)C=O)=O